(3-(4-methoxyquinazolin-6-yl)-1H-pyrrolo[2,3-b]pyridin-5-yl)(4-methylpiperazin-1-yl)methanone COC1=NC=NC2=CC=C(C=C12)C1=CNC2=NC=C(C=C21)C(=O)N2CCN(CC2)C